CC1=C(C(NC(=C1)C)=O)CC1(CC(=CC=C1)C1=CC(=CC=C1)C(=O)NC=1C2=C(N=CN1)NC=C2)C(=O)N 3-((4,6-dimethyl-2-oxo-1,2-dihydropyridin-3-yl)methyl)-N3'-(7H-pyrrolo[2,3-d]pyrimidin-4-yl)-[1,1'-biphenyl]-3,3'-dicarboxamide